5-METHOXY-2-METHYLPHENYLBORONIC ACID COC=1C=CC(=C(C1)B(O)O)C